ClC=1C=C(C=CC1Cl)C=1N=C(SC1SC(C)C)N1N=C(C(=C1C(=O)O)C1=NC2=C(N1C)C=CC=C2)C 1-(4-(3,4-dichlorophenyl)-5-(isopropylthio)thiazol-2-yl)-3-methyl-4-(1-methyl-1H-benzo[d]imidazol-2-yl)-1H-pyrazole-5-carboxylic acid